5-(2-nitrophenyl)-2-(3-(trifluoromethoxy)phenyl)Oxazole-4-carboxylic acid ethyl ester C(C)OC(=O)C=1N=C(OC1C1=C(C=CC=C1)[N+](=O)[O-])C1=CC(=CC=C1)OC(F)(F)F